COC1=CC=CC=2C=3N(C(=NC12)N)N=C(C3)CC3=C(C=CC=C3)OC 7-methoxy-2-(2-methoxybenzyl)pyrazolo[1,5-c]quinazolin-5-amine